(6aR,7R,10aS)-4-(cyclopentyloxy)-7,10a-dimethyl-2-(2-methylquinolin-4-yl)-8-oxo-5,6,6a,7,8,10a-hexahydrobenzo[h]quinazoline-9-carbonitrile C1(CCCC1)OC1=NC(=NC=2[C@]3([C@H](CCC12)[C@H](C(C(=C3)C#N)=O)C)C)C3=CC(=NC1=CC=CC=C31)C